3-[6-({4-[2-amino-6-(o-fluorophenyl)-4-pyrimidinyl]-1H-1,2,3-triazol-1-yl}methyl)-2-pyridyl]-3-methylbutyric acid NC1=NC(=CC(=N1)C=1N=NN(C1)CC1=CC=CC(=N1)C(CC(=O)O)(C)C)C1=C(C=CC=C1)F